ClC1=C(OC2=C(C=CC3=C2NC(=NS3(=O)=O)NCC3=NC=CC=C3F)F)C=C(C=C1)Cl 5-(2,5-dichlorophenoxy)-6-fluoro-3-(((3-fluoropyridin-2-yl)methyl)amino)-4H-benzo[e][1,2,4]thiadiazine 1,1-dioxide